OC1CCC(CC1)SCC1=NC2=CC=CC=C2C(N1)=O ((((1R,4R)-4-hydroxycyclohexyl)thio)methyl)quinazolin-4(3H)-one